CC1=C(C=NC(=C1)C=1OC(=NN1)CN1C[C@H](NCC1)C=1C(=C2COC(C2=CC1)=O)C)C#N (R)-4-methyl-6-(5-((3-(4-methyl-1-oxo-1,3-dihydroisobenzofuran-5-yl)piperazin-1-yl)methyl)-1,3,4-oxadiazol-2-yl)pyridine-3-carbonitrile